COCN1BC=CC=C1 N-Methoxymethylazaborine